1-methyl-3-phenylimidazolium dicyanate [O-]C#N.[O-]C#N.CN1C=[N+](C=C1)C1=CC=CC=C1.CN1C=[N+](C=C1)C1=CC=CC=C1